2,5-dimethyl-2,5-di(t-amyl-peroxy)hexyne β-hydroxybutyrate OC(CC(=O)O)C.CC(C)(C#CC(C)(OOC(C)(C)CC)C)OOC(C)(C)CC